ethoxybis(1-naphthyl)phosphine C(C)OP(C1=CC=CC2=CC=CC=C12)C1=CC=CC2=CC=CC=C12